N-methyl-(2-hydroxyethyl)acrylamide CNC(C(=C)CCO)=O